(1R,3aS,6aR)-2-(3-chloro-4H-thieno[3,2-b]pyrrole-5-carbonyl)-N-((S)-1-cyano-2-((S)-2-oxopiperidin-3-yl)ethyl)-5,5-difluorooctahydrocyclopenta[c]pyrrole-1-carboxamide ClC1=CSC2=C1NC(=C2)C(=O)N2[C@H]([C@H]1[C@@H](C2)CC(C1)(F)F)C(=O)N[C@@H](C[C@H]1C(NCCC1)=O)C#N